C(C)(C)(C)N\C=C/1\C(OC2=CC=CC=C2C1=O)C1=C(NC2=CC=CC=C12)C1=CC=C(C=C1)Cl (Z)-3-((tert-butylamino)methylene)-2-(2-(4-chlorophenyl)-1H-indol-3-yl)chroman-4-one